tert-butyl N-(4-cyclopropyl-5-methyl-isothiazol-3-yl)carbamate C1(CC1)C=1C(=NSC1C)NC(OC(C)(C)C)=O